Lithium aluminum phosphate fluoride [F-].P(=O)([O-])([O-])[O-].[Al+3].[Li+]